5-methyl-1-(pyridazine-4-yl)-1H-pyrazol-3-carboxylate CC1=CC(=NN1C1=CN=NC=C1)C(=O)[O-]